1-(1H-imidazol-5-yl)-N-methyl-methylamine N1C=NC=C1CNC